N=1N=CN2C=NC(=CC21)OC2=C(C=C(C=C2)NC2=C(C=NC1=CC=C(C=C21)NC(C=CC2NCCC2)=O)C#N)C N-(4-((4-([1,2,4]triazolo[4,3-c]pyrimidin-7-yloxy)-3-methylphenyl)amino)-3-cyanoquinolin-6-yl)-3-(pyrrolidin-2-yl)acrylamide